NC1=C(SC2=NC(=CN=C21)C)C(=O)N[C@H]2COC1=CC(=CC=C1C2)N2CCNCC2 (R)-7-amino-3-methyl-N-(7-(piperazin-1-yl)chroman-3-yl)thieno[2,3-b]pyrazine-6-carboxamide